CCCCCCCCCCCCCCCCCCCCCCCC(=O)N[C@@H](CO)[C@@H]([C@@H](CCCCCCCCCCCCCCCC)O)O The molecule is a ceramide that is the N-tetracosanoyl derivative of 4-hydroxyeicosasphinganine. It is a C20 phytoceramide and a N-(very-long-chain fatty acyl)-sphingoid base.